C(C)(C)(C)OC(=O)N1C[C@@H](N(CC1)CC=1C=NC(=C(C1)N1CCC(CC1)F)C(F)(F)F)C (S)-4-((5-(4-fluoropiperidin-1-yl)-6-(trifluoromethyl)pyridin-3-yl)methyl)-3-methylpiperazine-1-carboxylic acid tert-butyl ester